[NH4+].C(C)(=O)N[C@@H](CSCCC#N)C(=O)[O-] N-acetyl-S-(2-cyanoethyl)-L-cysteine ammonium salt